4-(2-(tert-butyl)thiazol-5-yl)-N-((trans-4-(4-methoxy-3-methylphenyl)cyclohexyl)methyl)pyridin-2-amine C(C)(C)(C)C=1SC(=CN1)C1=CC(=NC=C1)NC[C@@H]1CC[C@H](CC1)C1=CC(=C(C=C1)OC)C